C(C=C)(=O)SCCNC(CCNC([C@@H](C(COP(OP(OC[C@@H]1[C@H]([C@H]([C@@H](O1)N1C=NC=2C(N)=NC=NC12)O)OP(=O)(O)O)(=O)O)(=O)O)(C)C)O)=O)=O acrylyl-CoA